ClC=1C=CC(=C(C1)NC(=O)C=1N=NC=CC1)OCCOC N-(5-chloro-2-(2-methoxyethoxy)phenyl)pyridazine-3-carboxamide